(1S,4s)-4-(2-((R)-2-hydroxypropylamino)-8-(2,4,6-trichlorophenylamino)-9H-purin-9-yl)cyclohexanecarboxamide O[C@@H](CNC1=NC=C2N=C(N(C2=N1)C1CCC(CC1)C(=O)N)NC1=C(C=C(C=C1Cl)Cl)Cl)C